N-[(6-amino-2-pyridyl)sulfonyl]-2-[cyclopropyl(methyl)amino]-6-(3-fluoro-5-isobutoxy-phenyl)pyridine-3-carboxamide NC1=CC=CC(=N1)S(=O)(=O)NC(=O)C=1C(=NC(=CC1)C1=CC(=CC(=C1)OCC(C)C)F)N(C)C1CC1